FC1(CC(C1)(OC(/C=C/C(=O)O)=O)C1=CC=C(C=C1)C(F)(F)F)F (E)-4-(3,3-difluoro-1-(4-(trifluoromethyl)phenyl)cyclobutoxy)-4-oxobut-2-enoic acid